2-(3-amino-6-bromopyridinecarboxamido)-2-(3-fluorophenyl)acetic acid ethyl ester C(C)OC(C(C1=CC(=CC=C1)F)NC(=O)C1=NC(=CC=C1N)Br)=O